2',4'-dihydroxy-3-(methyl-2-buten-1-yl)dihydrochalcone OC1=C(C(/C=C/C2CC(=CC=C2)C(C=CC)C)=O)C=CC(=C1)O